2-(dimethylamino)-1-((1r,3r,5s)-3-((4-((5-methyl-1H-pyrazol-3-yl)amino)thieno[3,2-d]pyrimidin-2-yl)amino)-8-azabicyclo[3.2.1]oct-8-yl)ethan-1-one CN(CC(=O)N1[C@H]2CC(C[C@@H]1CC2)NC=2N=C(C1=C(N2)C=CS1)NC1=NNC(=C1)C)C